C(C)(C)(C)C(C(C(C)=N)=N)C(C)(C)C di-tert-butyl-butane-2,3-diimine